L-alpha-ethyl-valine C(C)[C@](N)(C(C)C)C(=O)O